O[C@H]1[C@H](CCC1)NC(=O)C=1C(N(N=C(C1)C1=CC=C(C=C1)C(F)(F)F)C=1C=NN(C1)C)=O N-[(1S,2R)-2-Hydroxycyclopentyl]-2-(1-methyl-1H-pyrazol-4-yl)-3-oxo-6-[4-(trifluoromethyl)phenyl]-2,3-dihydropyridazine-4-carboxamide